6-methyl-2-oxo-4-(trifluoromethyl)-1H-pyridine-3-carbonitrile CC1=CC(=C(C(N1)=O)C#N)C(F)(F)F